NC=1C2=C(N=CN1)N(C=C2C=2SC1=C(C2)C=C(C=C1OC)C)[C@@H]1CN(CC1)C(C=C)=O (S)-1-(3-(4-amino-5-(7-methoxy-5-methylbenzothien-2-yl)-7H-pyrrolo[2,3-d]pyrimidin-7-yl)pyrrolidin-1-yl)prop-2-en-1-one